(2R)-2-Amino-3-hydroxy-N-[4-(1H-pyrrolo[2,3-b]pyridin-4-yl)phenyl]butanamide N[C@@H](C(=O)NC1=CC=C(C=C1)C1=C2C(=NC=C1)NC=C2)C(C)O